7-ethyl-6-oxo-5H-1,5-naphthyridine-3-carboxylic acid C(C)C=1C(NC=2C=C(C=NC2C1)C(=O)O)=O